C(C)(C)(C)OC(=O)NCC1=C(C(=O)OC)C(=CC=C1F)F methyl 2-(((tert-butoxycarbonyl)amino)methyl)-3,6-difluorobenzoate